ClC1=NN(C(=C1)S(=O)(=O)C(C)(C)C1CCN(CC1)C(=O)NC1=CC(=NC=C1)F)C 4-(2-((3-chloro-1-methyl-1H-pyrazol-5-yl)sulfonyl)propan-2-yl)-N-(2-fluoro-pyridin-4-yl)piperidine-1-carboxamide